C(C)(=O)NC=1C=C(C(=O)O)C(=CN1)C1=NC=CC=N1 2-acetamido-5-(pyrimidin-2-yl)isonicotinic Acid